O1C(=CN=CC=C1)C(=O)N [1,4]oxazepine-2-carboxamide